5-{2-fluoro-5h,6h,7h,8h-pyrido[4,3-d]pyrimidine-6-carbonyl}-6-methyl-N-(1-methylcyclopropyl)furo[2,3-d]pyrimidin-4-amine FC=1N=CC2=C(N1)CCN(C2)C(=O)C2=C(OC=1N=CN=C(C12)NC1(CC1)C)C